2-(2,6-diethylphenyl)-3-(5-fluoro-7-methoxycarbonyl-1H-indol-4-yl)-6,7-dihydro-4H-pyrazolo[4,3-c]Pyridine-5-carboxylic acid tert-butyl ester C(C)(C)(C)OC(=O)N1CC=2C(CC1)=NN(C2C2=C1C=CNC1=C(C=C2F)C(=O)OC)C2=C(C=CC=C2CC)CC